FC1=C(C=C2N=CC=NC2=C1)CNC=1C=NC=C(C1N1CCNCC1)C(F)(F)F N-((7-fluoroquinoxalin-6-yl)methyl)-4-(piperazin-1-yl)-5-(trifluoromethyl)pyridin-3-amine